C1OCC12CC(C2)NC(CCCCCCCC(=O)OC(CCC)CCCCCCCC)CCCCCCCC(=O)OC(CCCCCCCC)CCCCCCCC 1-(dodecan-4-yl) 17-(heptadecan-9-yl) 9-((2-oxaspiro[3.3]heptan-6-yl)amino)heptadecanedioate